CC(=CCC1=C2C(=C3C(=C1O)CCC(O3)(C)C)C(=O)C(=C(O2)C4=CC(=C(C=C4)C[C@@H](C(=C)C)O)O)O)C The molecule is an extended flavonoid that is 7-hydroxyflavonol with an additional hydroxy group at position 3', a 2,2-dimethyldihydropyrano ring fused to ring A across positions 5 and 6, a prenyl group at position 8 and a (2S)-2-hydroxy-3-methylbut-3-en-1-yl group at position 4'. Isolated from the roots of Dorstenia psilurus, it exhibits alpha-glucosidase inhibitory activity. It has a role as a metabolite and an EC 3.2.1.20 (alpha-glucosidase) inhibitor. It is a 7-hydroxyflavonol, an extended flavonoid, a trihydroxyflavone and a pyranochromane.